C(N)(=O)C1(CCC1)NC(=O)C=1N(N=C2C=CC(=CC12)OCC1=C(N=CS1)C)C N-(1-carbamoylcyclobutyl)-2-methyl-5-[(4-methyl-1,3-thiazol-5-yl)methoxy]-2H-indazole-3-carboxamide